(4R,5R)-1-(7,8-dihydrofuro[3,2-e][1,3]benzothiazol-2-yl)-5-[(dimethylamino)methyl]-4-methylimidazolidin-2-one N1=C(SC2=C1C1=C(C=C2)OCC1)N1C(N[C@@H]([C@H]1CN(C)C)C)=O